C1(CC1)C1=NC2=CC(=C(C=C2C(=N1)NC1CCOCC1)OC)OCCCN1CCCC1 2-cyclopropyl-6-methoxy-7-(3-(pyrrolidin-1-yl)propoxy)-N-(tetrahydro-2H-pyran-4-yl)quinazolin-4-amine